CC1(CNC2=C(O1)C=CC=C2)C 2,2-dimethyl-3,4-dihydro-2H-benzo[b][1,4]oxazine